Cl.[C@@H]12N(C[C@@H](NC1)C2)C(C(C)(C)OC=2C=C1CCN(CC1=CC2)C(=O)C2=CC=C(C=C2)C2=CC=C(C=C2)C(C)C)=O 1-((1S,4S)-2,5-diazabicyclo[2.2.1]heptane-2-yl)-2-((2-(4'-isopropyl-[1,1'-biphenyl]-4-carbonyl)-1,2,3,4-tetrahydroisoquinolin-6-yl)oxy)-2-methylpropan-1-one hydrochloride